N-[4-(methanesulfonylmethyl)phenyl]-7-{8-methyl-1H,2H,3H-pyrido[2,3-b][1,4]oxazin-7-yl}-5H,6H,7H,8H-pyrido[3,4-d]pyrimidin-2-amine CS(=O)(=O)CC1=CC=C(C=C1)NC=1N=CC2=C(N1)CN(CC2)C2=C(C1=C(OCCN1)N=C2)C